COC(CC(C(=O)O)(C(=O)O)C)=O 2-Methoxy-2-oxoethyl-methyl-malonic acid